7-(4-amino-2,6-difluorophenyl)-2,11-difluoro-5-isopropyl-6-oxo-6,7-dihydro-5H-benzo[d]pyrido[3,2-f][1,3]diazepine-9-carbonitrile NC1=CC(=C(C(=C1)F)N1C(N(C2=C(C3=C1C=C(C=C3F)C#N)C=C(C=N2)F)C(C)C)=O)F